COC1=CC=C(C=C1)NC1=NC=C(C(=N1)NC1CCNCC1)C=1C=NN(C1)C(C)O (4-(2-(4-methoxyphenylamino)-4-(piperidin-4-ylamino)pyrimidin-5-yl)-1H-pyrazol-1-yl)ethanol